CN1N=C2C(CN(C=3C(=CC=CC23)NC2=C3C(=NC=C2C(=O)NC)N(C=C3)COCC[Si](C)(C)C)C)=C1 4-((2,5-dimethyl-4,5-dihydro-2H-pyrazolo[4,3-c]quinolin-6-yl)amino)-N-methyl-1-((2-(trimethylsilyl)ethoxy)methyl)-1H-pyrrolo[2,3-b]pyridine-5-carboxamide